1-(3-chloro-2-fluorobenzyl)-4-((4-chloro-3,5-dimethyl-6-((5-meth-yl-1H-pyrazol-3-yl)amino)pyridin-2-yl)methyl)piperidine-4-carboxylic acid ClC=1C(=C(CN2CCC(CC2)(C(=O)O)CC2=NC(=C(C(=C2C)Cl)C)NC2=NNC(=C2)C)C=CC1)F